N1(CCC1)C1=NC=C(C(=N1)C)CN1N=CC(=C1)NC(=O)C1=NC(=CN=C1)C1=C(C(=CC=C1C(F)F)Cl)F N-(1-((2-(Azetidin-1-yl)-4-methylpyrimidin-5-yl)methyl)-1H-pyrazol-4-yl)-6-(3-chloro-6-(difluoromethyl)-2-fluorophenyl)pyrazine-2-carboxamide